C(C)(C)(C)OC(=O)N1CCN(C2=CC=CC=C12)CC(=O)OC 4-(2-methoxy-2-oxo-ethyl)-2,3-dihydroquinoxaline-1-carboxylic acid tert-butyl ester